FC(C1=NN=C(O1)C1=CC(=C(CN(C(=S)N2CC3(COC3)C2)C2=CC(=C(C=C2)F)F)C=C1)F)F N-(4-(5-(difluoromethyl)-1,3,4-oxadiazol-2-yl)-2-fluorobenzyl)-N-(3,4-difluorophenyl)-2-oxa-6-azaspiro[3.3]heptane-6-thioamide